FC1=C(C=C(C=C1)F)CN1CC2(C1)CC(C2)NC(=O)N2[C@@H](CN(C[C@@H]2C)C2=NC=C(C=N2)C(F)(F)F)C (2R,6S)-N-{2-[(2,5-difluorophenyl)methyl]-2-azaspiro[3.3]heptan-6-yl}-2,6-dimethyl-4-[5-(trifluoromethyl)pyrimidin-2-yl]piperazine-1-carboxamide